N,N-dioctyl-5-(4,4,5,5-tetramethyl-1,3,2-dioxaborolan-2-yl)pyrimidin-2-amine C(CCCCCCC)N(C1=NC=C(C=N1)B1OC(C(O1)(C)C)(C)C)CCCCCCCC